4-(3-cyclopropyl-5-methylpiperazin-1-yl)-2-ethyl-N-(8-fluoro-2-methylimidazo[1,2-a]pyridin-6-yl)-2H-indazole-7-carboxamide C1(CC1)C1CN(CC(N1)C)C=1C2=CN(N=C2C(=CC1)C(=O)NC=1C=C(C=2N(C1)C=C(N2)C)F)CC